Cl.Cl.ClC1=CC=C2C(=N1)N(C=N2)CCC[C@H]2NCCC[C@@H]2O (2R,3S)-2-(3-(5-chloro-3H-imidazo[4,5-b]pyridin-3-yl)propyl)piperidin-3-ol dihydrochloride